C1=CC=C(C(=C1)C(=C(C2=CC=CC=C2S(=O)(=O)O)N=C=S)N=C=S)S(=O)(=O)O diisothiocyanostilbene-2,2'-disulfonic acid